NC1=NC=C(C=C1)C#C[Si](C)(C)C 2-amino-5-(trimethylsilyl)ethynylpyridine